C(CCC)C1CC2=C(N(C3=C(C=CC=C23)C(=O)O)CC2=CC(=CC=C2)C#N)C1 2-butyl-4-[(3-cyanophenyl)methyl]-1H,2H,3H,4H-cyclopenta[b]indole-5-carboxylic acid